C1(=CC=CC=C1)CCCCOC(CC1=CC(=C(C=C1)O)OC)=O (4-hydroxy-3-methoxy-phenyl)acetic acid phenylbutyl ester